N-[(1S,2R)-1-[[4-(2,4-dimethylpyrazol-3-yl)phenyl]carbamoyl]-2-[3-[6-[(1S,4S)-2-oxa-5-azabicyclo[2.2.1]heptan-5-yl]pyrimidin-4-yl]phenyl]propyl]-1-fluoro-cyclopropanecarboxamide CN1N=CC(=C1C1=CC=C(C=C1)NC(=O)[C@H]([C@H](C)C1=CC(=CC=C1)C1=NC=NC(=C1)N1[C@@H]2CO[C@H](C1)C2)NC(=O)C2(CC2)F)C